FC=1C=C(C=CC1)C=1C(=NN(C1C(=O)O)C=1SC(=C(N1)N1CCC(CC1)C(F)(F)F)C1=CC=C(C=C1)C(F)(F)F)C 4-(3-fluorophenyl)-3-methyl-1-(5-(4-(trifluoromethyl)phenyl)-4-(4-(trifluoromethyl)piperidin-1-yl)Thiazol-2-yl)-1H-pyrazole-5-carboxylic acid